C(#N)CC1NCCN(C1)C1=NC(=NC2=C(C(=C(C=C12)F)C1=CC=CC2=CC=C(C(=C12)C#C[Si](C(C)C)(C(C)C)C(C)C)F)F)OC[C@]12CCCN2C[C@@H](C1)F 2-(cyanomethyl)-4-(6,8-difluoro-7-(7-fluoro-8-((triisopropylsilyl)ethynyl)naphthalene-1-yl)-2-(((2R,7aS)-2-fluorotetrahydro-1H-pyrrolizin-7a(5H)-yl)methoxy)quinazolin-4-yl)piperazine